CCCCCCC1=CC=CC=C1C(=O)C2=CC=CC=C2 hexylbenzophenone